(3,5-dimethoxyphenyl)(methyl)carbamic acid COC=1C=C(C=C(C1)OC)N(C(O)=O)C